C(C)(C)C1=C(NC2=CC=C(C=C12)C=1SC=CN1)C=1C=2C(N=CC1)=NNC2 2-(3-isopropyl-2-(2H-pyrazolo[3,4-b]pyridin-4-yl)-1H-indol-5-yl)thiazole